CN(C=1C=C(C[C@@H]2N(CCC[C@@H]2NS(=O)(=O)C)C(=O)OC(C)C)C=CC1)C isopropyl cis-2-(3-(dimethylamino)benzyl)-3-((methylsulfonyl)amino)piperidine-1-carboxylate